ClC1=C(C=C2C=C(N=CC2=C1)NC(=O)[C@@H]1[C@H](CC1)C#N)N1CCN(CC1)[C@@]1(COC[C@@H]1F)C (1S,2S)-N-[7-chloro-6-[4-((3R,4R)-4-fluoro-3-methyl-tetrahydrofuran-3-yl)piperazin-1-yl]-3-isoquinolyl]-2-cyano-cyclobutanecarboxamide